5-[[(1R)-1-[3-(1,1-difluoro-2-hydroxy-ethyl)-2-methyl-phenyl]ethyl]amino]-3-ethyl-3-methoxy-1,8-dimethyl-pyrrolo[2,3-g]phthalazin-2-one FC(CO)(F)C=1C(=C(C=CC1)[C@@H](C)NC1=NN=C(C=2C=C3C(=CC12)C(C(N3C)=O)(OC)CC)C)C